[Cl-].C(CCCCCCC)[NH+]1C(=CC=C1)CCCC 1-octyl-2-butylpyrrolium chloride